FC=1C=C2C=CN(C2=CC1)CCCOC 5-fluoro-1-(3-methoxypropyl)-1H-indol